2-(3-acetyl-5-(4-(methylsulfonyl)piperazin-1-yl)-1H-indol-1-yl)acetic acid C(C)(=O)C1=CN(C2=CC=C(C=C12)N1CCN(CC1)S(=O)(=O)C)CC(=O)O